C1(=CC=CC=C1)S(=O)(=O)C[C@H]1[C@@H]2N(P(O1)Cl)CCC2 (3R,3aR)-3-(benzenesulfonylmethyl)-1-chloro-3a,4,5,6-tetrahydro-3H-pyrrolo[1,2-c][1,3,2]oxazaphosphole